C1(=CC=CC=C1)NC1=NC=CC(=C1)N N2-phenylpyridine-2,4-diamine